4,6-dichloro-1H-benzimidazole-2-carboxylic acid ClC1=CC(=CC=2NC(=NC21)C(=O)O)Cl